NC(CCN(C([C@@H](F)Cl)=O)NC(=O)[C@H](CC(C)C)NC(=O)C=1NC2=CC=C(C=C2C1)Cl)=O N-[(1S)-1-[[(3-amino-3-oxo-propyl)-[(2S)-2-chloro-2-fluoro-acetyl]amino]carbamoyl]-3-methyl-butyl]-5-chloro-1H-indole-2-carboxamide